C(#N)C1=C(SC(=C1C1=CC=C(C=C1)OC)C)NC(=O)C=1C=C(C(=O)O)C=CC1CO 3-((3-cyano-4-(4-methoxyphenyl)-5-methylthiophen-2-yl)carbamoyl)-4-(hydroxymethyl)benzoic acid